BrC1=C(C=CC2=C1C[C@](O2)(C2=CC=CC=C2)CN)Cl (S)-(4-bromo-5-chloro-2-phenyl-2,3-dihydrobenzofuran-2-yl)methylamine